OC=1SC=C(N1)C=1N=NN(C1)[C@@H]1[C@H]([C@@H](SC2=CC(=C(C=C2)Cl)Cl)O[C@@H]([C@@H]1O)CO)OC(C)C 3,4-dichlorophenyl 3-deoxy-3-[4-(2-hydroxythiazol-4-yl)-1H-1,2,3-triazol-1-yl]-2-O-isopropyl-1-thio-alpha-D-galactopyranoside